C(C1=CC=CC=C1)OC1=CC=C2CCCC3(CCC=4C(=NC(=NC4C3)OC[C@H]3NCCC3)N3C[C@@H](N(CC3)C(=O)OC(C)(C)C)CC#N)C2=C1 tert-Butyl (2S)-4-(7-(benzyloxy)-2'-(((S)-pyrrolidin-2-yl)methoxy)-3,4,5',8'-tetrahydro-2H,6'H-spiro[naphthalene-1,7'-quinazolin]-4'-yl)-2-(cyanomethyl)piperazine-1-carboxylate